C(C)(C)(C)OC(=O)N[C@H](C(=O)NC(C(=O)OC)C[C@H]1C(NCC1)=O)CC1CCCCC1 methyl 2-((S)-2-((tert-butoxycarbonyl)amino)-3-cyclohexylpropanamido)-3-((S)-2-oxopyrrolidin-3-yl)propanoate